ClC1=NC(=NC(=C1C#N)N(C)[C@H](C)C=1C(=NC=CC1)NCC1=CC=C(C=C1)OC)S(=O)(=O)C 4-chloro-6-[[(1R)-1-[2-[(4-methoxyphenyl)methylamino]-3-pyridyl]ethyl]-methyl-amino]-2-methylsulfonyl-pyrimidine-5-carbonitrile